2-((6-chloro-5-(4'-(N-(2-(2-hydroxyethoxy)ethyl)sulfamoyl)-[1,1'-biphenyl]-4-yl)-1H-imidazo[4,5-b]pyridin-2-yl)thio)acetic acid ClC=1C=C2C(=NC1C1=CC=C(C=C1)C1=CC=C(C=C1)S(NCCOCCO)(=O)=O)N=C(N2)SCC(=O)O